2-(3,4-dimethoxyphenyl)-9-methyl-7-[(3ar,6as)-5-methylhexahydropyrrolo[3,4-c]pyrrol-2(1H)-yl]-4H-pyrido[1,2-a]pyrimidin-4-one COC=1C=C(C=CC1OC)C=1N=C2N(C(C1)=O)C=C(C=C2C)N2C[C@@H]1CN(C[C@@H]1C2)C